OC(CCC(C)S(=O)(=O)O)O (2-hydroxy-2-hydroxyethyl)-2-propanesulfonic acid